NC1=C(C(=NC=N1)NCC1CCN(CC1)C(C=C)=O)C1=CC=C(C=C1)OC1=CC(=CC=C1)C(F)(F)F 1-(4-(((6-amino-5-(4-(3-(trifluoromethyl)phenoxy)phenyl)pyrimidin-4-yl)amino)methyl)piperidin-1-yl)prop-2-en-1-one